CN([C@H]1CN(CC[C@H]1C)C(CC#N)=O)C1=C2N=CN(C2=NC=N1)C1(CO)[C@@H](O)[C@H](O[C@H]2[C@H](O)[C@@H](O)[C@@H](O)[C@H](O2)CO)[C@H](O1)CO 6-{N-methyl-N'-[(3R,4R)-4-methyl-1-(2-cyanoacetyl)piperidin-3-yl]amino}9-[4-O-(β-D-galactopyranosyl)-D-fructofuranosyl]-9H-purine